CC1=NC(=CC(=N1)N1CC2(C1)CN(CC2)C2=NC=C1C(=N2)N(N=C1)C1COC1)C(F)(F)F 2-[2-methyl-6-(trifluoromethyl)pyrimidin-4-yl]-6-[1-(oxetan-3-yl)-1H-pyrazolo[3,4-d]pyrimidin-6-yl]-2,6-diazaspiro[3.4]octane